7-(5-(benzyloxy)pentoxy)-[1,2,4]triazolo[4,3-a]pyridin-3(2H)-one C(C1=CC=CC=C1)OCCCCCOC1=CC=2N(C=C1)C(NN2)=O